NN1C(C=CC1=O)=O N-aminomaleimide